CC=1CCCC(C1)C 3,5-dimethylcyclohex-3-en